ClC(C(CC(=O)OCCCC)=O)Cl butyl 4,4-dichloroacetoacetate